C(#N)C1=CC=C(OCC2CN(C(O2)CO)C2=CC(=C(C#N)C=C2)C(F)(F)F)C=C1 4-(5-((4-Cyanophenoxy)methyl)-2-(hydroxymethyl)oxazolidin-3-yl)-2-(trifluoromethyl)benzonitril